(4-hydroxyphenyl)-2-naphthol OC1=CC=C(C=C1)C1=C(C=CC2=CC=CC=C12)O